(R)-1-(5-cyano-2-methoxyphenyl)-3-(isoquinolin-4-yl)-2-oxoimidazolidine-4-carbonitrile C(#N)C=1C=CC(=C(C1)N1C(N([C@H](C1)C#N)C1=CN=CC2=CC=CC=C12)=O)OC